ClC=1C=C(C=CC1)B(O)O 3-chloro-phenylboronic acid